1-amino-N-(4-chlorophenyl)cyclohexane-1-carboxamide NC1(CCCCC1)C(=O)NC1=CC=C(C=C1)Cl